6-bromo-2-(2,6-dimethyl-4-pyridyl)-3-methyl-1H-indole BrC1=CC=C2C(=C(NC2=C1)C1=CC(=NC(=C1)C)C)C